3-chloro-2-iodobenzonitrile ClC=1C(=C(C#N)C=CC1)I